Diisobutyl-aminosilane C(C(C)C)[SiH](N)CC(C)C